O1C(OCC1)C1CCN(CC1)C1=C(C=C(C=C1)NC=1N=C(N=NC1C(=O)N)N1CCCCC1)F 5-((4-(4-(1,3-dioxolan-2-yl)piperidin-1-yl)-3-fluorophenyl)amino)-3-(piperidin-1-yl)-1,2,4-triazine-6-carboxamide